N-{[4-(pyridine-3-sulfonyl)phenyl]methyl}imidazo[1,2-a]pyrimidine-6-carboxamide N1=CC(=CC=C1)S(=O)(=O)C1=CC=C(C=C1)CNC(=O)C=1C=NC=2N(C1)C=CN2